NC1C2=CC=CC=C2CC12CCN(CC2)C=2C(=NC(=CN2)C=CC=2C=NNC2C)CO (3-(1-amino-1,3-dihydrospiro[indene-2,4'-piperidin]-1'-yl)-6-(2-(5-methyl-1H-pyrazol-4-yl)vinyl)pyrazin-2-yl)methanol